methyl 3-bromo-5-iodo-4-methylbenzoate BrC=1C=C(C(=O)OC)C=C(C1C)I